C1N(CC12CNC2)C(=O)C=2C=CC=1N(C2)C=C(N1)C(=O)N 6-(2,6-diazaspiro[3.3]heptane-2-carbonyl)imidazo[1,2-a]pyridine-2-carboxamide